FC1=C(C(=C(C(=C1O)F)F)F)F.[K].C(C)(=O)NCC1CCN(CC1)CC1=CC(=NC(=C1)C1=CC(=CC(=C1)Cl)Cl)OC=1C=NC(=NC1)N1CCNCC1 4-(5-((4-((4-(acetamidomethyl)piperidin-1-yl)methyl)-6-(3,5-dichloro-phenyl)pyridin-2-yl)oxy)pyrimidin-2-yl)piperazin potassium pentafluorophenol salt